4,4-difluoro-2-(4-fluorophenyl)-N-{4-[3'-(4-fluorophenyl)-5'-ethyl-4'-oxo-1',4',5',7'-tetrahydro-spiro[cyclopropane-1,6'-pyrrolo[3,2-c]pyridin]-2'-yl]pyridin-2-yl}butanamide FC(CC(C(=O)NC1=NC=CC(=C1)C1=C(C=2C(N(C3(CC2N1)CC3)CC)=O)C3=CC=C(C=C3)F)C3=CC=C(C=C3)F)F